BrC=1C=NC(=NC1)NC 5-bromo-N-methyl-pyrimidin-2-amine